tert-butyl N-(6-bromo-8-chloro-cinnolin-3-yl)-N-isopropyl-carbamate BrC=1C=C2C=C(N=NC2=C(C1)Cl)N(C(OC(C)(C)C)=O)C(C)C